(S)-3-fluoro-2-nitro-N-(oxetan-2-ylmethyl)aniline FC=1C(=C(NC[C@H]2OCC2)C=CC1)[N+](=O)[O-]